FC(C1=CC(=NN1C)C1=NC(=NO1)C1(CC1)C1=C(C=CC(=C1)C=C)C)F 5-(5-(difluoromethyl)-1-methyl-1H-pyrazol-3-yl)-3-(1-(2-methyl-5-vinylphenyl)cyclopropyl)-1,2,4-oxadiazole